FC(C(=O)O)(F)F.CN1N=CN=C1C12CCCC(N1)C2 1-(1-methyl-1H-1,2,4-triazol-5-yl)-6-azabicyclo[3.1.1]heptane trifluoroacetate